C(\C=C\C(=O)OC)(=O)O[C@H](C)C(N(CC)CC)=O (1R)-1-(N,N-diethylcarbamoyl)ethyl methyl (2E)-but-2-ene-1,4-dioate